1-(6,7-dimethoxyisoquinolin-1-yl)-N3-(4-(1-methylpiperidin-4-yl)phenyl)-1H-1,2,4-triazole-3,5-diamine COC=1C=C2C=CN=C(C2=CC1OC)N1N=C(N=C1N)NC1=CC=C(C=C1)C1CCN(CC1)C